[2-[5-(5-Chloropyrimidin-2-yl)-3-ethylsulfonyl-2-pyridinyl]-1,3-benzoxazol-5-yl]-ethylimino-oxo-(trifluoromethyl)-lambda6-Sulfane ClC=1C=NC(=NC1)C=1C=C(C(=NC1)C=1OC2=C(N1)C=C(C=C2)S(C(F)(F)F)(=O)=NCC)S(=O)(=O)CC